3-(4-propylphenyl)azetidine 4-methylbenzenesulfonate CC1=CC=C(C=C1)S(=O)(=O)O.C(CC)C1=CC=C(C=C1)C1CNC1